Tetrahydrothiochroman S1CCCC2CCCC=C12